(2r,5s)-5-(7-chloro-2H-chromen-3-amido)-2-{5-[2-(trifluoromethoxy)ethoxy]-1,3,4-oxadiazol-2-yl}piperidine-1-carboxylic acid tert-butyl ester C(C)(C)(C)OC(=O)N1[C@H](CC[C@@H](C1)NC(=O)C=1COC2=CC(=CC=C2C1)Cl)C=1OC(=NN1)OCCOC(F)(F)F